O1COC=2C1=CSC2 thieno[3,4-d][1,3]dioxole